N-(6-chloro-7-cyclopropyl-1H-indazol-3-yl)-4-fluorobenzamide ClC1=CC=C2C(=NNC2=C1C1CC1)NC(C1=CC=C(C=C1)F)=O